2-(2-ethoxyethoxy)-2-methylpropane C(C)OCCOC(C)(C)C